FC1=CC=CC=2N=NN(C(C21)=O)CC(=O)O 2-(5-fluoro-4-oxo-benzo[d][1,2,3]triazin-3(4H)-yl)acetic acid